CC1=NOC(=C1C1=CC=C2C=3N([C@H](COC31)C3=NC=CC=C3)C(=N2)N2CCN(CCC2)S(=O)(=O)C)C (4S)-7-(3,5-Dimethylisoxazol-4-yl)-2-[4-(methylsulfonyl)-1,4-diazepan-1-yl]-4-pyridin-2-yl-4,5-dihydroimidazo[1,5,4-de][1,4]benzoxazine